BrC1=C2C(C(NC2=CC=C1)=O)(F)F 4-bromo-3,3-difluoroindolin-2-one